FC1(C[C@H](N[C@H](C1)C)C)F (2R,6S)-4,4-difluoro-2,6-dimethylpiperidine